C(C(C)C)OC=C(C)C1=CC=C(C=C1)C(=COCCC(C)OC)C 1-(1-isobutoxyprop-1-en-2-yl)-4-(1-(3-methoxybutoxy)prop-1-en-2-yl)benzene